2-(4-Cyano-4'-(cyclohexyloxy)-5-((2-(dimethylamino)ethyl)amino)-[1,1'-biphenyl]-3-yl)acetic acid C(#N)C1=C(C=C(C=C1NCCN(C)C)C1=CC=C(C=C1)OC1CCCCC1)CC(=O)O